CC(C)(COC(=O)C=C)COC(=O)C=C dimethylolpropane diacrylate